tert-butyl 4-(9-fluoro-2-(8-fluoro-2-methylimidazo[1,2-a]pyridin-6-yl)-4-oxo-4H-pyrido[1,2-a][1,3,5]triazin-7-yl)-2,2-dimethylpiperazine-1-carboxylate FC1=CC(=CN2C1=NC(=NC2=O)C=2C=C(C=1N(C2)C=C(N1)C)F)N1CC(N(CC1)C(=O)OC(C)(C)C)(C)C